3-fluoroazetidine-1-sulfonamide FC1CN(C1)S(=O)(=O)N